CC1=C(C=CC=C1C)NC1=C(C(=O)N2C=CC3=C2N=CN=C3)C=CC=C1 7-(2-((2,3-dimethylphenyl)amino)benzoyl)-7H-pyrrolo[2,3-d]pyrimidine